1-[[2-(difluoromethoxy)pyridin-4-yl]methyl]-3-(2,5-difluorophenyl)urea FC(OC1=NC=CC(=C1)CNC(=O)NC1=C(C=CC(=C1)F)F)F